O=C(NCCOCCOCCOCCOCCC)CCCC(=O)O 17-oxo-4,7,10,13-tetraoxa-16-azaheneicosane-21-oic acid